ClC1=NC(=NC(=C1)Cl)C1NCCCC1 4,6-dichloro-2-(piperidin-2-yl)pyrimidine